decamethylenediamine dodecanedioic acid salt C(CCCCCCCCCCC(=O)O)(=O)O.NCCCCCCCCCCN